C(C)(C)(C)C=1C=CC(=C(C1)S(=O)(=O)Cl)OC(C)C 5-tert-butyl-2-isopropoxy-benzenesulfonyl chloride